FC(C)(F)C1=NC(=CC(=N1)NC1=C(C=NC(=C1)NC(C)=O)C1=NC=C(C=C1)F)CC N-(4'-((2-(1,1-difluoroethyl)-6-ethylpyrimidin-4-yl)amino)-5-fluoro-[2,3'-bipyridin]-6'-yl)acetamide